FC(C1=NN(C=C1S(=O)(=O)C(C)(F)C1CCN(CC1)C(=O)OC(C)(C)C)C)F tert-Butyl 4-(1-((3-(difluoromethyl)-1-methyl-1H-pyrazol-4-yl)sulfonyl)-1-fluoroethyl)piperidine-1-carboxylate